N-[(2S)-1-ethoxybutan-2-yl]azetidine-3-carboxamide hydrochloride Cl.C(C)OC[C@H](CC)NC(=O)C1CNC1